Coumarin oxime O1C(C=CC2=CC=CC=C12)=NO